N[C@H](C(=O)O)CC=1C=CC=2N(C1)C=CN2 (S)-2-amino-3-(imidazo[1,2-a]pyridin-6-yl)propanoic acid